4,8-diacetyl-1-aminonaphthalene C(C)(=O)C1=CC=C(C2=C(C=CC=C12)C(C)=O)N